(5-(4-(4-(2,6-difluorobenzyl)-5-oxo-4,5-dihydro-1H-1,2,4-triazol-1-yl)-2-fluorophenoxy)-2-methylthiazol-4-yl)acetamide FC1=C(CN2C=NN(C2=O)C2=CC(=C(OC3=C(N=C(S3)C)CC(=O)N)C=C2)F)C(=CC=C1)F